CC1=NNC(=C1)C1=NC=2C(=C3C(=NC2)NC=C3)N1C1CCC(CC1)CC#N 2-((1r,4r)-4-(2-(3-methyl-1H-pyrazol-5-yl)imidazo[4,5-d]Pyrrolo[2,3-b]Pyridine-1(6H)-yl)cyclohexyl)acetonitrile